C(C)(=O)N1CC2C(C1)CN(C2)C2=C(CN1CCN(CC1)C(=O)OC(C(F)(F)F)C(F)(F)F)C=CC(=C2)Cl 1,1,1,3,3,3-Hexafluoropropan-2-yl 4-(2-(5-acetylhexahydropyrrolo[3,4-c]pyrrol-2(1H)-yl)-4-chlorobenzyl)piperazine-1-carboxylate